3,3-Dimethyl-1,4-Hexadien CC(C=C)(C=CC)C